difluorodimethyl-silane F[Si](C)(C)F